4-((7-((R)-3-(4-amino-3-(4-phenoxyphenyl)-1H-pyrazolo[3,4-d]pyrimidin-1-yl)piperidin-1-yl)-7-oxoheptyl)thio)-2-(2,6-dioxopiperidin-3-yl)-5-fluoroisoindoline-1,3-dione NC1=C2C(=NC=N1)N(N=C2C2=CC=C(C=C2)OC2=CC=CC=C2)[C@H]2CN(CCC2)C(CCCCCCSC2=C1C(N(C(C1=CC=C2F)=O)C2C(NC(CC2)=O)=O)=O)=O